tert-butyl ((8-fluoro-6,12-dioxo-6,12-dihydroindolo[2,1-b]quinazolin-2-yl)methyl)(pyridin-2-yl)carbamate FC=1C=C2C(C3=NC4=CC=C(C=C4C(N3C2=CC1)=O)CN(C(OC(C)(C)C)=O)C1=NC=CC=C1)=O